2-(Chloromethyl)-4-methylthiazole ClCC=1SC=C(N1)C